ethyl 4-nitro-1-(2,2,2-trifluoroethyl)imidazole-2-carboxylate [N+](=O)([O-])C=1N=C(N(C1)CC(F)(F)F)C(=O)OCC